CN(C=1C2=C(N=C(N1)NC)SC(=C2)CC(F)(F)F)C2(CCCC2)O (methyl[2-(methylamino)-6-(2,2,2-trifluoroethyl)thieno[2,3-d]pyrimidin-4-yl]amino)cyclopentan-1-ol